1-(4-(((2R,3R,4R,5S)-3,4,5-trihydroxy-2-methylpiperidin-1-yl)methyl)piperidin-1-yl)butan-1-one O[C@@H]1[C@H](N(C[C@@H]([C@H]1O)O)CC1CCN(CC1)C(CCC)=O)C